2-(difluoromethyl)-5H,6H,7H,8H-imidazo[1,2-a]pyridine-3-carboxylic acid FC(C=1N=C2N(CCCC2)C1C(=O)O)F